O=C1N(C(C=C1)=O)CCCC(=O)N[C@@H](CCC(NCCOCCOCCOCCOCCOCCOCCOCCOC)=O)C(=O)O (S)-30-(4-(2,5-dioxo-2,5-dihydro-1H-pyrrol-1-yl)butanamido)-27-oxo-2,5,8,11,14,17,20,23-octaoxa-26-azahentriacontan-31-oic acid